BrC=1C=C(C(=NC1)[N+](=O)[O-])SCC1CCCCC1 5-bromo-3-[(cyclohexylmethyl)sulfanyl]-2-nitropyridine